(R)-2-((1-((tert-butyldimethylsilyl)oxy)propan-2-yl)oxy)pyrimidin-5-amine [Si](C)(C)(C(C)(C)C)OC[C@@H](C)OC1=NC=C(C=N1)N